6-amino-7-(4-phenoxyphenyl)-9-(pyrrolidin-3-yl)purin-8-one hydrochloride Cl.NC1=C2N(C(N(C2=NC=N1)C1CNCC1)=O)C1=CC=C(C=C1)OC1=CC=CC=C1